CC(CC)OCC1OC1 2-[(1-methylpropoxy)methyl]-oxirane